(8E)-8,10-undecadien-1-ol C(CCCCCC\C=C\C=C)O